FC1=CC=C(C=C1)N(C(=O)C1=[N+](C=CC(=C1)C(F)(F)F)[O-])C 2-((4-fluorophenyl)(methyl)carbamoyl)-4-(trifluoromethyl)pyridine 1-oxide